4-tert-butyl 1-methyl (4R,5S)-5-methylcyclohex-1-ene-1,4-dicarboxylate C[C@@H]1[C@@H](CC=C(C1)C(=O)OC)C(=O)OC(C)(C)C